N-((3-(dibenzylamino)oxetan-3-yl)methyl)-6-methylquinazolin-4-amine C(C1=CC=CC=C1)N(C1(COC1)CNC1=NC=NC2=CC=C(C=C12)C)CC1=CC=CC=C1